S1C=NC2=C1C=C(C=C2)NC(=O)NC2=CC(=CC(=C2)C(F)(F)F)C(F)(F)F 1-(benzo[d]thiazol-6-yl)-3-(3,5-bis(trifluoromethyl)phenyl)urea